5,5-didodecyl-5H-dithieno[3,2-b:2',3'-d]pyran-2,7-dicarboxaldehyde C(CCCCCCCCCCC)C1(C2=C(C3=C(O1)C=C(S3)C=O)SC(=C2)C=O)CCCCCCCCCCCC